[2-[3-[[(1S)-2-(1,3-Benzodioxol-5-yl)-1-methyl-ethyl]-ethyl-amino]-1,1-dimethyl-3-oxo-propyl]-3,5-dimethyl-phenyl] acetate C(C)(=O)OC1=C(C(=CC(=C1)C)C)C(CC(=O)N(CC)[C@H](CC1=CC2=C(OCO2)C=C1)C)(C)C